BrC=1C=C(C=2N(C1)C=C(N2)C2CC(C(C2)O)O)F 4-(6-bromo-8-fluoro-imidazo[1,2-a]pyridin-2-yl)cyclopentane-1,2-diol